tert-butyl (R)-3-(6-(3-methyl-1H-pyrrolo[2,3-b]pyridine-5-yl)-2-(4-(oxetane-3-yl)piperazine-1-carbonyl)-1,2,3,4-tetrahydroisoquinolin-8-yl)morpholine-4-carboxylate CC1=CNC2=NC=C(C=C21)C=2C=C1CCN(CC1=C(C2)[C@H]2N(CCOC2)C(=O)OC(C)(C)C)C(=O)N2CCN(CC2)C2COC2